BrC=1C=NC(=NC1)OC1=CC(=CC=C1)C(F)(F)F 5-bromo-2-[3-(trifluoromethyl)phenoxy]pyrimidine